trans-2-(4-((4-(3-Isopropyl-1H-pyrazol-1-yl)pyridin-2-yl)((4-(4-methoxy-3-methylphenyl)bicyclo[2.2.2]octan-1-yl)methyl)carbamoyl)cyclohexyl)acetic acid C(C)(C)C1=NN(C=C1)C1=CC(=NC=C1)N(C(=O)[C@@H]1CC[C@H](CC1)CC(=O)O)CC12CCC(CC1)(CC2)C2=CC(=C(C=C2)OC)C